BrC1=CC=C2C=C(C(=NC2=C1)OC)C(=O)OC1=C(C(=C(C(=C1F)F)F)F)F perfluorophenyl 7-bromo-2-methoxyquinoline-3-carboxylate